3-bromo-N-hydroxybenzimidoyl chloride BrC=1C=C(C(=NO)Cl)C=CC1